[C@@H]12N(C[C@@H](NC1)C2)C=2C=CC=1N=CN=C(C1N2)NC2=C(C=C(C(=C2)F)OC(F)F)F 6-[(1S,4S)-2,5-diazabicyclo[2.2.1]heptan-2-yl]-N-[4-(difluoromethoxy)-2,5-difluoro-phenyl]pyrido[3,2-d]pyrimidin-4-amine